rel-1-((1R,2S,4S)-2-(4-((4-([1,2,4]triazolo[1,5-a]pyridin-7-yloxy)-3-methylphenyl)amino)pyrido[3,2-d]pyrimidin-6-yl)-7-azabicyclo[2.2.1]heptan-7-yl)prop-2-en-1-one N=1C=NN2C1C=C(C=C2)OC2=C(C=C(C=C2)NC=2C1=C(N=CN2)C=CC(=N1)[C@@H]1[C@H]2CC[C@@H](C1)N2C(C=C)=O)C |o1:27,28,31|